ClC1=CNC2=NC=C(C=C21)C=2C=C1N(N2)CCC12CN(C2)C(=O)OCC ethyl 2'-(3-chloro-1H-pyrrolo[2,3-b]pyridin-5-yl)-5',6'-dihydrospiro[azetidine-3,4'-pyrrolo[1,2-b]pyrazole]-1-carboxylate